CN1C2(CN(C2)C=2C=C(C=CC2)N2C=NC(=C2)NC=2N=CC(=NC2)C#N)CCC1 5-((1-(3-(5-Methyl-2,5-diazaspiro[3.4]octan-2-yl)phenyl)-1H-imidazol-4-yl)amino)pyrazine-2-carbonitrile